tert-butyl 2-{[6-(2,5-dichloropyrimidin-4-yl)-1-oxo-2,3-dihydro-1H-isoindol-2-yl]methyl}pyrrolidine-1-carboxylate ClC1=NC=C(C(=N1)C1=CC=C2CN(C(C2=C1)=O)CC1N(CCC1)C(=O)OC(C)(C)C)Cl